(2S)-2-[4-bromo-2-(4-butoxy-4,5-dihydroisoxazol-3-yl)phenoxy]butanoic acid tert-butyl ester C(C)(C)(C)OC([C@H](CC)OC1=C(C=C(C=C1)Br)C1=NOCC1OCCCC)=O